C(C1=CC=CC=C1)(=O)C1=CC(=NC(=N1)S(=O)(=O)C)C=1C=CC(N(C1)CC1=CC(=C(C=C1)OC)OC)=O 5-(6-benzoyl-2-(methylsulfonyl)pyrimidin-4-yl)-1-(3,4-dimethoxybenzyl)pyridin-2(1H)-one